bipyridinium-d [N+]=1(C(=CC=CC1)[2H])[N+]1=CC=CC=C1